2-(1-benzylpiperidin-4-ylamino)-4-(phenylamino)pyrimidine-5-carboxamide C(C1=CC=CC=C1)N1CCC(CC1)NC1=NC=C(C(=N1)NC1=CC=CC=C1)C(=O)N